2-chloro-3-(difluoromethoxy)-6-iodopyridine ClC1=NC(=CC=C1OC(F)F)I